(R)-2-((4-(3-methylmorpholinyl)-2-(1H-pyrrolo[2,3-b]pyridin-4-yl)-7H-pyrrolo[2,3-d]pyrimidin-7-yl)sulfonyl)ethanol C[C@H]1N(CCOC1)C=1C2=C(N=C(N1)C1=C3C(=NC=C1)NC=C3)N(C=C2)S(=O)(=O)CCO